C(/C=C\\C(=O)C(=O)[O-])C(=O)[O-] The molecule is 2-Oxohex-3-enedioate in which the C=C double bond has Z configuration; principal microspecies at pH 7.3. It is a conjugate base of a (3Z)-2-oxohex-3-enedioic acid.